2-bromobenzene-1,3,5-tricarbonitrile BrC1=C(C=C(C=C1C#N)C#N)C#N